Cl.CN(C)CC1CN(CCC1(O)C1=CC(=CC=C1)OC)S(=O)(=O)CC1=CC=C(C=C1)C(F)(F)F 3-((Dimethylamino)methyl)-4-(3-methoxyphenyl)-1-((4-(trifluoromethyl)benzyl)sulfonyl)piperidin-4-ol hydrochloride